9-(2-hydroxyethyl)-3-azaspiro[5.5]undecane-3-carboxylic acid tert-butyl ester C(C)(C)(C)OC(=O)N1CCC2(CC1)CCC(CC2)CCO